6-chloro-N-(4,4-diethyl-7-(trifluoromethyl)-4H-chromeno[4,3-d]thiazol-2-yl)-3-methoxypyridazine-4-carboxamide ClC1=CC(=C(N=N1)OC)C(=O)NC=1SC2=C(N1)C=1C=CC(=CC1OC2(CC)CC)C(F)(F)F